FC(C1=C(C=C(C=C1)OC(F)(F)F)C1=C2C(=C(N=N1)N[C@H]1CN(CCC1)C)C=NC=C2)F 1-[2-(difluoromethyl)-5-(trifluoromethoxy)phenyl]-N-[(3R)-1-methylpiperidin-3-yl]pyrido[3,4-d]pyridazin-4-amine